C[C@]12CCC3=C(C1=CC[C@@H]2[C@](C)([C@@H](CCC(C)(C)O)O)O)CC(=O)[C@H]4[C@@]3(C[C@@H]([C@@H](C4)O)O)C The molecule is a phytoecdysteroid that consists of 5beta-cholesta-8,14-dien-6-one bearing five hydroxy substituents at positions 2, 3, 20, 22 and 25. It is a 2beta-hydroxy steroid, a 3beta-hydroxy steroid, a 20-hydroxy steroid, a 22-hydroxy steroid, a 26-hydroxy steroid, a 6-oxo steroid and a phytoecdysteroid.